(2-chloro-[1,2,4]triazolo[1,5-a]pyridin-6-yl)-9-oxa-3,7-diazabicyclo[3.3.1]nonane-3-carboxylic acid tert-butyl ester C(C)(C)(C)OC(=O)N1CC2(CNCC(C1)O2)C=2C=CC=1N(C2)N=C(N1)Cl